5-(5-chloro-2-fluorophenyl)-N-(4-cyano-2,5-difluorophenyl)-1H-pyrrole-3-sulfonamide ClC=1C=CC(=C(C1)C1=CC(=CN1)S(=O)(=O)NC1=C(C=C(C(=C1)F)C#N)F)F